7-((1H-imidazol-1-yl)methyl)-2-(6-methoxy-8-((4-methylpiperazin-1-yl)methyl)quinolin-4-yl)-5-(1-methyl-3-(trifluoromethyl)-1H-pyrazol-4-yl)-3,4-dihydroisoquinolin-1(2H)-one N1(C=NC=C1)CC1=CC(=C2CCN(C(C2=C1)=O)C1=CC=NC2=C(C=C(C=C12)OC)CN1CCN(CC1)C)C=1C(=NN(C1)C)C(F)(F)F